sodium borate di-oxalate C(C(=O)O)(=O)[O-].C(C(=O)O)(=O)O.B(O)(O)O.[Na+]